COC(C1=CC(=CC(=C1)OC[C@H]1NC(COC1)=O)C=1SC(=CN1)C)=O 3-(5-methyl-1,3-thiazol-2-yl)-5-{[(3S)-5-oxomorpholin-3-yl]methoxy}benzoic acid methyl ester